rac-N-(1-(tert-butyl)-3-((3aR,4S,6aS)-2,2-dimethyltetrahydro-4H-cyclopenta[d][1,3]dioxol-4-yl)-1H-pyrazol-5-yl)-3-(methoxymethyl)-1-methyl-1H-pyrazole-5-carboxamide C(C)(C)(C)N1N=C(C=C1NC(=O)C1=CC(=NN1C)COC)[C@@H]1CC[C@@H]2OC(O[C@@H]21)(C)C |r|